1,3-Bis(2-oxiranylmethyl)-2-imidazolidinone O1C(C1)CN1C(N(CC1)CC1OC1)=O